ClC=1C=CC(=C(CN(C(=O)C=2C(=NN(C2F)C)C(F)F)C2CC2)C1)CC N-(5-chloro-2-ethylbenzyl)-N-cyclopropyl-3-(difluoro-methyl)-5-fluoro-1-methyl-1H-pyrazol-4-carboxamid